Methyl-[2-(5-methyl-furan-2-yl)-imidazo[1,2-a]pyridin-7-yl]-amine CNC1=CC=2N(C=C1)C=C(N2)C=2OC(=CC2)C